ClC1=C(C(=O)NC=2C=C3C=C(N(C3=CC2)CC(F)(F)F)C(=O)NC2=CC=C(C=C2)Cl)C=C(C=C1)CNC(C(C)C)=O 5-(2-chloro-5-(isobutyrylaminomethyl)benzoylamino)-N-(4-chlorophenyl)-1-(2,2,2-trifluoroethyl)-1H-indole-2-carboxamide